1-(5-chloro-1H-1,3-benzodiazol-2-yl)-3-(1-methanesulfonylpiperidin-4-yl)-4-[2-(2H-1,2,3-triazol-2-yl)ethyl]-1H-pyrazol-5-ol ClC1=CC2=C(NC(=N2)N2N=C(C(=C2O)CCN2N=CC=N2)C2CCN(CC2)S(=O)(=O)C)C=C1